C(C)(C)C1=C(C=C(C=C1N)C(C)C)N 1,4-diisopropyl-2,6-diaminobenzene